BrC=1C(=C(C(=O)O)C(=C(C1)[N+](=O)[O-])F)C 3-bromo-6-fluoro-2-methyl-5-Nitrobenzoic acid